FC=1C(=NC(=NC1)NC1=CC(=CC=C1)C1=CN=CO1)N fluoro-N2-[3-(oxazol-5-yl)phenyl]-2,4-pyrimidinediamine